(S)-2-(((6-(1-(4-fluorobenzyl)-1H-pyrazole-4-carbonyl)-2-(3,3,3-trifluoro-2,2-dimethylpropanoyl)-2,6-diazaspiro[3.4]octan-8-yl)methoxy)methyl)-6-(spiro[3.5]non-6-en-7-yl)benzoic acid FC1=CC=C(CN2N=CC(=C2)C(=O)N2CC3(CN(C3)C(C(C(F)(F)F)(C)C)=O)[C@@H](C2)COCC2=C(C(=O)O)C(=CC=C2)C2=CCC3(CCC3)CC2)C=C1